tert-Butyl 3-((3-((1-(3-(5-((((1S,3R)-3-hydroxycyclopentyl)amino)methyl)thiophen-2-yl)phenyl)cyclopropyl)carbamoyl)-4-methylphenyl)amino)azetidine-1-carboxylate O[C@H]1C[C@H](CC1)NCC1=CC=C(S1)C=1C=C(C=CC1)C1(CC1)NC(=O)C=1C=C(C=CC1C)NC1CN(C1)C(=O)OC(C)(C)C